aconitic acid tri-(2-ethylhexyl) ester C(C)C(COC(C=C(C(=O)OCC(CCCC)CC)CC(=O)OCC(CCCC)CC)=O)CCCC